N-(3-methyloxetane-3-yl)pyridazine-3-carboxamide CC1(COC1)NC(=O)C=1N=NC=CC1